m-hydroxybenzyl alcohol OC=1C=C(CO)C=CC1